1-cyclopropyl-6,7-difluoro-1H-benzo[d]Imidazole-5-carboxylic acid methyl ester COC(=O)C1=CC2=C(N(C=N2)C2CC2)C(=C1F)F